(S,E)-5-({3-[(2-oxo-2-{4-[5-(trifluoromethyl)pyrimidin-2-yl]piperazin-1-yl}ethoxy)imino]butane-2-yl}amino)-4-(trifluoromethyl)pyridazin-3(2H)-one O=C(CO\N=C(\[C@H](C)NC1=C(C(NN=C1)=O)C(F)(F)F)/C)N1CCN(CC1)C1=NC=C(C=N1)C(F)(F)F